C(#N)C(SC(SCC)=S)(CCC(NCCCNC(CONC(OC(C)(C)C)=O)=O)=O)C tert-butyl ((6-cyano-6-methyl-9,15-dioxo-4-thioxo-3,5-dithia-10,14-diazahexadecan-16-yl)oxy)carbamate